3-{pyrazolo[1,5-a]pyridin-6-yl}cyclopent-2-en-one N1=CC=C2N1C=C(C=C2)C2=CC(CC2)=O